C(CCCCCCCCCCCCCCCCC)(=O)NCCC[N+](CCCCCCCCCCCCCCCC)(C)C stearamidopropyl-dimethylcetyl-ammonium